2-phenoxyethyl-ammonium bromide [Br-].O(C1=CC=CC=C1)CC[NH3+]